(4-(4-amino-2-ethyl-1H-imidazo[4,5-c]quinolin-1-yl)butyl)methanesulfonamide NC1=NC=2C=CC=CC2C2=C1N=C(N2CCCCCS(=O)(=O)N)CC